tert-butyl N-[1-[2-[4-(4,4,5,5-tetramethyl-1,3,2-dioxaborolan-2-yl)phenyl]ethyl]-4-piperidyl]carbamate CC1(OB(OC1(C)C)C1=CC=C(C=C1)CCN1CCC(CC1)NC(OC(C)(C)C)=O)C